FC1=C(C=CC(=C1C(=O)C1=NNC2=NC=C(C=C21)C2=CC(=CC=C2)OC)F)NS(=O)(=O)CCC N-(2,4-difluoro-3-(5-(3-methoxyphenyl)-1H-pyrazolo[3,4-b]pyridine-3-carbonyl)-phenyl)propane-1-sulfonamide